2'-methoxy-ethyl-methyl-cytidine CO[C@@]1([C@@](O[C@@H]([C@]1(O)CC)CO)(N1C(=O)N=C(N)C=C1)C)O